C(C)S(=O)(=O)O ethan-1-sulfonic acid